N1(C=CC2=CC=CC=C12)CC(=O)NCC(=O)NCC(=O)O (2-(1H-indol-1-yl)acetyl)glycylglycine